C(CCCCCCCCCCC)(=O)OCC(OC(CCCCCCCCCCC)=O)CO 1,2-dilauroylglycerol